C(C1=CC=CC=C1)(=O)N1CCC2(C(N3C(S2)CC[C@H]3C3=CC(=CC(=C3)F)F)=O)CC1 (5'S)-1-benzoyl-5'-(3,5-difluorophenyl)tetrahydro-3'H-spiro[piperidine-4,2'-pyrrolo[2,1-b]thiazol]-3'-one